[Cu].[Ni].[Pd].[Ag].C(C)C=1C=C(C=C(C1N1C(C=CC1=O)=O)C)CC1=CC(=C(C(=C1)C)N1C(C=CC1=O)=O)CC (bis-(3-ethyl-5-methyl-4-maleimidophenyl))methane Silver-palladium-nickel-copper